Ethylhydroxymethyloleyl-oxazoline C(C)C1(N=C(OC1)CCCCCCCC\C=C/CCCCCCCC)CO